CC1=NC(=CC=C1N1CCN(CC1)CC=1C=C(C=2C3=C(C(NC2C1)=O)COC3)F)C(NC)=O 7-((4-(2-methyl-6-(methylcarbamoyl)pyridin-3-yl)piperazin-1-yl)methyl)-9-fluoro-3,5-dihydrofuro[3,4-c]quinolin-4(1H)-one